1-azido-4-iodobutane N(=[N+]=[N-])CCCCI